CN(C(CCCCCCCCCCC)=O)C N,N-Dimethyllauramide